1-[(4-methoxyphenyl)methyl]-4-oxa-1-azaspiro[5.5]undecan-9-one COC1=CC=C(C=C1)CN1CCOCC12CCC(CC2)=O